2-(2-chloro-5-{1-[5-(pyridin-4-yl)-1H-pyrazole-3-carbonyl]piperidin-4-ylamino}phenoxy)acetic acid ClC1=C(OCC(=O)O)C=C(C=C1)NC1CCN(CC1)C(=O)C1=NNC(=C1)C1=CC=NC=C1